FC1=C(C(=CC(=C1)N1CCC2(CC(C2)O)CC1)F)C1C(NC(CC1)=O)=O 3-(2,6-difluoro-4-(2-hydroxy-7-azaspiro[3.5]nonan-7-yl)phenyl)piperidine-2,6-dione